COC(C1=C(C=C(C=C1)OCCOCCC1=CC=CC=C1)OC)=O 4-(2-(Benzylmethoxy)ethoxy)-2-methoxybenzoic acid methyl ester